CC1=CC=CC(=N1)C1=C(N=CN1)C=1C=C2C=C(C=NC2=CC1)C(=O)OCCCCN1CC2(C1)CCNCC2 4-(2,7-diazaspiro[3.5]nonan-2-yl)butyl 6-(5-(6-methylpyridin-2-yl)-1H-imidazol-4-yl)quinoline-3-carboxylate